3-fluoro-N-[8-fluoro-2-methylimidazo[1,2-a]pyridin-6-yl]-5-[(2S,4S)-2-methylpiperidin-4-yl]thiophene-2-carboxamide FC1=C(SC(=C1)[C@@H]1C[C@@H](NCC1)C)C(=O)NC=1C=C(C=2N(C1)C=C(N2)C)F